formaldehyde fluorine [F].C=O